tetramethylcyclopentadienyl-tert-butylamino-titanium dichloride [Cl-].[Cl-].CCC(C(C)(C)C)(C)N[Ti+2]C1C=CC=C1